C[C@]12CC[C@@]34C[C@@]35CC[C@@H](C([C@@H]5[C@H](C[C@H]4[C@@]1(C[C@@H]([C@@H]2[C@]6(CC[C@H](O6)C(C)(C)O)C)O)C)O)(C)C)O[C@H]7[C@@H]([C@H]([C@@H](CO7)O)O)O[C@H]8[C@@H]([C@H]([C@@H]([C@H](O8)CO)O)O)O The molecule is a triterpenoid saponin that is cycloastragenol with a 2-O-beta-D-glucopyranosyl-beta-D-xylopyranosyl moiety attached at position 3 via a glycosidic linkage. It is a triterpenoid saponin and a disaccharide derivative. It derives from a cycloastragenol.